O1CCC2=C1C=CC(=C2)CCN[C@H](C2=CC=CC=C2)[C@@H]2CNC1=C(O2)N=CC(=C1)C=1C=NN(C1)C 2-(2,3-dihydrobenzofuran-5-yl)-N-((R)-((S)-7-(1-methyl-1H-pyrazol-4-yl)-2,3-dihydro-1H-pyrido[2,3-b][1,4]oxazin-3-yl)(phenyl)methyl)ethanamine